[Fe].[Al].[Ga].[Li] lithium gallium aluminum iron